Methyl 6-[4-(piperidin-4-yl)-1,4-diazepan-1-yl]pyridine-2-carboxylate N1CCC(CC1)N1CCN(CCC1)C1=CC=CC(=N1)C(=O)OC